C(N)(OC(COC1=C(C(=NC=C1)N1CC(NCC1)=O)F)CC(C)(C)C)=O tert-butyl-(1-((3-fluoro-2-(3-oxopiperazin-1-yl) pyridin-4-yl) oxy) propan-2-yl) carbamate